5-hydroxy-2,4-dibutylphenylpentanoate OC=1C(=CC(=C(C1)OC(CCCC)=O)CCCC)CCCC